C(=O)C1(CC1)CSCC S-((1-formylcyclopropyl)methyl)ethanethiol